C1CC12NCCC(C2)O 4-azaspiro[2.5]octan-7-ol